neopentyl glycol distearate C(CCCCCCCCCCCCCCCCC)(=O)OCC(C)(COC(CCCCCCCCCCCCCCCCC)=O)C